[N+](=O)(OCC1=NC=2C(=C3C(=NC2)NC=C3)N1N1CCC(CC1)(CSC)C)[O-] (1-(4-Methyl-4-((methylthio)methyl)piperidin-1-yl)-1,6-dihydroimidazo[4,5-d]pyrrolo[2,3-b]pyridine-2-yl)methyl nitrate